C(=O)=[W+2](=C=O)=C=O tricarbonyl-tungsten(II)